4-(7-bromo-2,6-dichloro-8-fluoroquinazolin-4-yl)-6-Fluoro-6-methyl-1,4-oxazepane BrC1=C(C=C2C(=NC(=NC2=C1F)Cl)N1CCOCC(C1)(C)F)Cl